BrC(C)C=1C=C(C=C2C(C(=C(OC12)N1CCC(CC1)(C)C)C)=O)C 8-(1-bromoethyl)-2-(4,4-dimethyl-1-piperidyl)-3,6-dimethyl-chromen-4-one